N-(8-acetamido-5-(3-chloro-2-methoxyphenyl)-2,7-naphthyridin-3-yl)cyclopropanecarboxamide C(C)(=O)NC=1N=CC(=C2C=C(N=CC12)NC(=O)C1CC1)C1=C(C(=CC=C1)Cl)OC